CC(C)(C)[S@@](=O)N[C@@H]1C2=C(N=CS2)CC12CCNCC2 (R)-2-methyl-N-[(6S)-spiro[4,6-dihydrocyclopenta[d]thiazol-5,4'-piperidin]-6-yl]propane-2-sulfinamide